CN1CCN(CC1)C1=CC=C(C(=O)CC#N)C=C1 4-(4-methylpiperazin-1-yl)benzoyl-acetonitrile